S1C2=C(C=C1)C=C(C=C2)CNC(=O)C2CN(CCCC2)C=2C=1C(N=CN2)=NN(C1)C1=CC(=C(C=C1)C)F N-(benzo[b]thiophen-5-ylmethyl)-1-(2-(3-fluoro-4-methylphenyl)-2H-pyrazolo[3,4-d]pyrimidin-4-yl)azepane-3-carboxamide